CN(C(=O)C1CC2(CN(C2)C(=O)OC(C)(C)C)C1)C1=C(C=CC=C1)C Tert-butyl 6-(methyl(o-tolyl) carbamoyl)-2-azaspiro[3.3]heptane-2-carboxylate